C1(CC1)CN1C=2C3=CN=C(C(O[C@@H](C4=CC(=CC=C4C4=NN(N=C4CC2C(=N1)C)C)F)C)=C3)N (19R)-3-(cyclopropylmethyl)-16-fluoro-5,10,19-trimethyl-20-oxa-3,4,9,10,11,23-hexaazapentacyclo[19.3.1.02,6.08,12.013,18]pentacosa-1(24),2(6),4,8,11,13,15,17,21(25),22-decaen-22-amine